C1[C@@H]([C@H](O[C@@H]1N2C=NC3=C2NC(=NC3=S)N)CO)O alpha-2'-deoxy-6-thioguanosine